2-hydroxy-1-Acryloyloxy-3-methacryloyloxypropane OC(COC(C=C)=O)COC(C(=C)C)=O